1,4-thiazepine S1C=CN=CC=C1